C(CCCCCCCCCCCCCCC)(=O)OCC(COC(CCCCCCCCCCCCCCC)=O)OC(NC1CN(C1)CC(F)F)=O 2-(((1-(2,2-difluoroethyl)azetidin-3-yl)carbamoyl)oxy)propane-1,3-diyl dipalmitate